(3-methyl-5-tert-butyl-4-hydroxyphenyl)propionyl chloride CC=1C=C(C=C(C1O)C(C)(C)C)CCC(=O)Cl